C(=O)(O)C=1C(C(C2=CC=CC=C2C1)N=NC1=C(C=C(C(=C1)Cl)C)S(=O)(=O)[O-])=O.[Ca+2].C(=O)(O)C=1C(C(C2=CC=CC=C2C1)N=NC1=C(C=C(C(=C1)Cl)C)S(=O)(=O)[O-])=O calcium 2-[(3-carboxy-2-oxo-naphthalen-1-yl) diazenyl]-4-chloro-5-methylbenzenesulfonate